C(C)OC(=O)C=1C(NC2=CC=CC=C2C1)=O.N1C=C(C2=CC=CC=C12)CCNC1=NC(=NC2=C1OCCN2)C=2C(N(C=CC2)C)=O 3-[4-[2-(1H-indol-3-yl)ethyl-amino]-7,8-dihydro-6H-pyrimido[5,4-b][1,4]oxazin-2-yl]-1-methyl-pyridin-2-one ethyl-2-oxo-1,2-dihydroquinoline-3-carboxylate